methyl 4-(4-(3-benzamido-2-methylphenyl)-7H-pyrrolo[2,3-d]pyrimidin-6-yl)benzoate C(C1=CC=CC=C1)(=O)NC=1C(=C(C=CC1)C=1C2=C(N=CN1)NC(=C2)C2=CC=C(C(=O)OC)C=C2)C